NC=1SC(=C(N1)C1=CC=C(C=C1)F)C#N 2-amino-4-(4-fluorophenyl)thiazole-5-carbonitrile